C12CN(CC(CC1)N2)C=2C1=C(N=C(N2)OCC2(CC2)CN(C)C)CN=CC1 4-(3,8-diazabicyclo[3.2.1]octan-3-yl)-2-((1-((dimethylamino)methyl)cyclopropyl)methoxy)-5,8-dihydropyrido[3,4-d]pyrimidin